(S)-3-((tert-butyldimethylsilyl)oxy)pyrrolidin-1-ylpropan-2-ol [Si](C)(C)(C(C)(C)C)OC1CN(CC1)C[C@H](C)O